COC1=CC2=C(C=C(O2)C=2N=C3SC(=NN3C2)OC)C(=C1)OCC=1N=C(SC1)C1(CCOC2=CC=CC=C12)O 4-(4-(((6-methoxy-2-(2-methoxyimidazo[2,1-b][1,3,4]thiadiazol-6-yl)benzofuran-4-yl)oxy)methyl)thiazol-2-yl)chroman-4-ol